BrC1=C2C=C(N=CC2=C(C(=C1)C1=C(C=CC=C1C)F)F)N 5-bromo-8-fluoro-7-(2-fluoro-6-methyl-phenyl)isoquinolin-3-amine